CNC(CC(=O)OC(C)(C)C)C tert-butyl 3-(methylamino)butanoate